CN(C)CC1=C(C=CC(=N1)NC=1C=CC(=C2CN(C(C12)=O)C(=O)OC(C)(C)C)C1=CN=C2N1C=CC(=C2)F)C2COCC2 tert-butyl 7-((6-((dimethylamino)methyl)-5-(tetrahydrofuran-3-yl)pyridin-2-yl)amino)-4-(7-fluoroimidazo[1,2-a]pyridin-3-yl)-1-oxoisoindoline-2-carboxylate